C(C)OC(=O)C1=CN(C2=CC(=C(C=C2C1=O)Cl)N1[C@H](CCC1)COC1=NC=CC=C1Cl)C=1C=C2COCCN2N1 6-chloro-7-[(2R)-2-{[(3-chloropyridin-2-yl)oxy]methyl}pyrrolidin-1-yl]-4-oxo-1-{4h,6h,7h-pyrazolo[3,2-c][1,4]oxazin-2-yl}-1,4-dihydroquinoline-3-carboxylic acid ethyl ester